N-phenoxycarbonyl-3-(mesitylenesulfonyloxy)aniline O(C1=CC=CC=C1)C(=O)NC1=CC(=CC=C1)OS(=O)(=O)C1=C(C=C(C=C1C)C)C